benzylidene-2-pentyl benzoate C(C1=CC=CC=C1)(=O)OC(C)CCC=CC1=CC=CC=C1